OCNC(=O)NCO N,N'-di(hydroxymethyl)urea